7-methoxy-2-(3-methoxycyclopentyl)-N-(6-(trifluoromethyl)pyridin-2-yl)imidazo[1,2-a]pyridine-6-carboxamide COC1=CC=2N(C=C1C(=O)NC1=NC(=CC=C1)C(F)(F)F)C=C(N2)C2CC(CC2)OC